C1(CC1)C1=NC=NC(=C1C1=NC=CC(=N1)OC(C(F)(F)F)C1=CC=C(C=C1)C=1N(C=C(N1)C(F)(F)F)C)OC 4-cyclopropyl-6-methoxy-5-[4-[2,2,2-trifluoro-1-[4-[1-methyl-4-(trifluoromethyl)imidazol-2-yl]phenyl]ethoxy]pyrimidin-2-yl]pyrimidin